OCC1C(CC=CC1)CO 1,2-Dihydroxymethylcyclohex-4-en